FC1=CC(=NC=C1)OC1(N(CCCC1)CCC1=CC=C(C(=O)N)C(=C1)F)C 4-{[(4-fluoropyridin-2-yl)oxy[methyl]piperidin-1-yl]ethyl}-6-fluorobenzamide